(S)-2-methyl-N-(3-(1-((7-(1-methyl-1H-pyrazol-4-yl)-5H-pyrrolo[2,3-b]pyrazin-2-yl)amino)ethyl)phenyl)thiazole-5-carboxamide CC=1SC(=CN1)C(=O)NC1=CC(=CC=C1)[C@H](C)NC=1N=C2C(=NC1)NC=C2C=2C=NN(C2)C